ClC1=NC=CC(=C1O)F 2-chloro-4-Fluoropyridin-3-ol